COCCOC=1C=C(NCCCC[Si](OCC)(OCC)OCC)C=CC1OCCOC 3,4-bis(2-methoxyethoxy)-N-(4-(triethoxysilyl)butyl)aniline